methyl 5-(2-amino-[1,2,4]triazolo[1,5-a]pyridin-7-yl)-2-chloronicotinate NC1=NN2C(C=C(C=C2)C=2C=NC(=C(C(=O)OC)C2)Cl)=N1